C(#N)N1[C@H]2[C@@H](C[C@@H]1CC2)NC(=O)C2CCN(CC2)C2=CC(=CC(=C2)Cl)Cl N-((1R,2R,4S)-7-cyano-7-azabicyclo[2.2.1]heptan-2-yl)-1-(3,5-dichlorophenyl)-4-piperidinecarboxamide